NC1=C(N=NN1CC1=C(C=CC=C1)SCC1=CC=CC=C1)C(=O)N 5-amino-1-(2-(benzylthio)benzyl)-1H-1,2,3-triazole-4-carboxamide